C(C)(C)(C)[S@@](=O)N[C@@H]1C2=CC(=CC=C2CC12CCN(CC2)C2=NC=C(N=C2)N2CCCC1=NC=CC=C21)C#CC(=O)NCC 3-((S)-1-(((R)-tert-butylsulfinyl)amino)-1'-(5-(3,4-dihydro-1,5-naphthyridin-1(2H)-yl)pyrazin-2-yl)-1,3-dihydrospiro[indene-2,4'-piperidin]-6-yl)-N-ethylpropiolamide